ethyl 3-(2,5-dichlorophenyl)-3-(1-methylpiperidin-4-yl)propanoate ClC1=C(C=C(C=C1)Cl)C(CC(=O)OCC)C1CCN(CC1)C